ClC=1C=C(CNC2=NC(=NC3=CC=C(C=C23)C2=CN(C(C=C2)=O)C)N2CCN(CC2)CC(=O)N)C=CC1 2-(4-(4-((3-chlorobenzyl)amino)-6-(1-methyl-6-oxo-1,6-dihydropyridin-3-yl)quinazolin-2-yl)piperazin-1-yl)acetamide